CC1=CC=C(C=C1)S(=O)(=O)NC(=O)NC1=CC(=CC=C1)OS(=O)(=O)C1=CC=C(C)C=C1 (p-toluenesulfonyl)-N'-(3-p-toluenesulfonyl-oxy-phenyl)urea